methyl 3-(4-(2,8-diphenylimidazo[1,2-a]pyridin-6-yl)phenyl)acrylate C1(=CC=CC=C1)C=1N=C2N(C=C(C=C2C2=CC=CC=C2)C2=CC=C(C=C2)C=CC(=O)OC)C1